3-(8-(6-Aminopyridin-3-yl)-2-imino-3-methyl-2,3-dihydro-1H-imidazo[4,5-c]quinolin-1-yl)-4-methylbenzonitrile NC1=CC=C(C=N1)C1=CC=2C3=C(C=NC2C=C1)N(C(N3C=3C=C(C#N)C=CC3C)=N)C